tert-butyl (2R,3R)-2-[[2-[(4,4-difluorocyclohexyl)amino]-1-(5-fluoro-3-pyridyl)-2-oxo-ethyl]-[4-(pentafluoro-λ6-sulfanyl)phenyl]carbamoyl]-3-methyl-azetidine-1-carboxylate FC1(CCC(CC1)NC(C(C=1C=NC=C(C1)F)N(C(=O)[C@@H]1N(C[C@H]1C)C(=O)OC(C)(C)C)C1=CC=C(C=C1)S(F)(F)(F)(F)F)=O)F